2-bromo-4,5,6,7-tetrahydropyrazolo[1,5-a]pyrazine BrC1=NN2C(CNCC2)=C1